(2,4-dichlorophenyl)acetic acid ClC1=C(C=CC(=C1)Cl)CC(=O)O